5-bromo-6-(cyclobutoxy)-2-(1-methyl-2-oxabicyclo[2.2.2]octan-4-yl)indazole BrC1=CC2=CN(N=C2C=C1OC1CCC1)C12COC(CC1)(CC2)C